FC(C(=O)N)(C(O)C1=CC=C(C=C1)F)F 2,2-difluoro-3-(4-fluorophenyl)-3-hydroxypropanamide